2-(3,5-dichloro-4-((1-(cyclohex-1-en-1-yl)-6-oxo-1,6-dihydropyridine-3-yl)oxy)phenyl)hydrazine ClC=1C=C(C=C(C1OC1=CN(C(C=C1)=O)C1=CCCCC1)Cl)NN